2-(2-Chloro-5-methoxyphenyl)-6-(4-ethyl-3-(hydroxymethyl)-5-oxo-4,5-dihydro-1H-1,2,4-triazol-1-yl)-7-fluoro-4-(prop-1-en-2-yl)isoquinolin-1(2H)-one ClC1=C(C=C(C=C1)OC)N1C(C2=CC(=C(C=C2C(=C1)C(=C)C)N1N=C(N(C1=O)CC)CO)F)=O